O=C1NC(CCC1N1C(C2=CC=CC(=C2C1=O)NCCCN1CCN(CC1)CCCOC1=CC=C(C=C1)S(=O)(=O)NC1=C(C(=O)O)C=CC(=C1)C1=CC=C(C2=CC=CC=C12)C)=O)=O 2-((4-(3-(4-(3-((2-(2,6-dioxopiperidin-3-yl)-1,3-dioxoisoindolin-4-yl)amino)propyl)piperazin-1-yl)propoxy)phenyl)sulfonamido)-4-(4-methylnaphthalen-1-yl)benzoic acid